3-chloro-1-(2,2-difluoroethyl)-N-[4-[[2-(trifluoromethyl)imidazo[1,2-a]pyridin-5-yl]amino]cyclohexyl]pyrazole-4-carboxamide ClC1=NN(C=C1C(=O)NC1CCC(CC1)NC1=CC=CC=2N1C=C(N2)C(F)(F)F)CC(F)F